NC=1C(=NC=C(C1)S(=O)(=O)C1=C(C=C(C=C1)C(F)(F)F)F)C(=O)NC[C@H]1COCC1 3-amino-5-{[2-fluoro-4-(trifluoromethyl)phenyl]sulfonyl}-N-[(3S)-tetrahydrofuran-3-ylmethyl]pyridine-2-carboxamide